N-(2,2-dimethyl-4-oxothiane-3-yl)acetamide CC1(SCCC(C1NC(C)=O)=O)C